Tert-butyl (2-((3-(2-((1-acetylazetidin-3-yl)oxy)pyridin-3-yl)pyrazolo[1,5-a]pyrimidin-5-yl)amino)ethyl)(methyl)carbamate C(C)(=O)N1CC(C1)OC1=NC=CC=C1C=1C=NN2C1N=C(C=C2)NCCN(C(OC(C)(C)C)=O)C